NC1=C(C=2C(=NC=CN2)N1C1=C(C(=CC=C1C)O)C)C(=O)C1=CC=2C(=CN=CC2)N1 (S)-(6-amino-5-(3-hydroxy-2,6-dimethylphenyl)-5H-pyrrolo[2,3-b]pyrazin-7-yl)(1H-pyrrolo[2,3-c]pyridin-2-yl)methanone